N-([1,1'-biphenyl]-3-yl-2',3',4',5',6'-d5)-2,4,4'',5'-tetra-tert-butyl-[1,1':3',1''-terphenyl]-2'',3,3'',4',5,5'',6,6',6''-d9-2'-amine C1(=CC(=CC=C1)NC=1C(=C(C(=C(C1C1=C(C(=C(C(=C1[2H])[2H])C(C)(C)C)[2H])[2H])[2H])C(C)(C)C)[2H])C1=C(C(=C(C(=C1[2H])[2H])C(C)(C)C)[2H])C(C)(C)C)C1=C(C(=C(C(=C1[2H])[2H])[2H])[2H])[2H]